3-(5-(1-cyclobutyl-4-(pyrrolidin-1-ylmethyl)-1H-pyrrolo[2,3-b]pyridin-6-yl)-1-oxoisoindolin-2-yl)piperidine-2,6-dione C1(CCC1)N1C=CC=2C1=NC(=CC2CN2CCCC2)C=2C=C1CN(C(C1=CC2)=O)C2C(NC(CC2)=O)=O